COC1=C2C(C(N(C2=C2C(=C1OC)C=CC=C2)C)=O)(C)C 4,5-dimethoxy-1,3,3-trimethyl-1H,2H,3H-benzo[g]indol-2-one